C(#N)C1=C(COC2=CC=C(C=C2)C=2N=CN(C2)C(=O)NCC2CN(CC2)C2=CC=CC=C2)C=CC(=C1)S(=O)(=O)CC 4-(4-((2-cyano-4-(ethylsulfonyl)benzyl)oxy)phenyl)-N-((1-phenylpyrrolidin-3-yl)methyl)-1H-imidazole-1-carboxamide